ethyl 3-{[2-(trimethylsilyl) ethoxy] methoxy}-1,5-naphthyridine-4-carboxylate C[Si](CCOCOC=1C=NC2=CC=CN=C2C1C(=O)OCC)(C)C